N1CC(C1)[C@@H]1CN(CCC1)C1CC(C1)C(=O)OC methyl (1r,3r)-3-[(3R)-3-(azetidin-3-yl)piperidin-1-yl]cyclobutane-1-carboxylate